C(C)(C)(C)C1CC=C(CC1)B1OC(C(O1)(C)C)(C)C 2-(4-tert-butylcyclohexen-1-yl)-4,4,5,5-tetramethyl-1,3,2-dioxaborolane